NC1=CC(=C2C(N(CCCCC[C@@](C3=NN=C(C1=N2)O3)(C(F)(F)F)O)C3(CC3)C3CC3)=O)C(F)(F)F (6R)-17-amino-12-(1-cyclopropylcyclopropyl)-6-hydroxy-6,15-bis(trifluoromethyl)-19-oxa-3,4,12,18-tetrazatricyclo[12.3.1.12,5]nonadeca-1(18),2,4,14,16-pentaen-13-one